BrCC#CC1=NC=CC=C1F 2-(3-bromopropane-1-yn-1-yl)-3-fluoropyridine